C(#N)C=1C=C(C=CC(=O)O)C=CC1 3-cyanocinnamic acid